5-bromo-2-(4-hydroxy-2-methylbutan-2-yl)-3-vinylphenol BrC=1C=C(C(=C(C1)O)C(C)(CCO)C)C=C